3-hydroxyphenyl acrylate C(C=C)(=O)OC1=CC(=CC=C1)O